ethyl 6-(4-(8-(tert-butyl)-6-(4-chlorophenyl)imidazo[1,5-a]pyrimidine-2-carbonyl)-3,3-dimethylpiperazin-1-yl)nicotinate C(C)(C)(C)C=1N=C(N2C1N=C(C=C2)C(=O)N2C(CN(CC2)C2=NC=C(C(=O)OCC)C=C2)(C)C)C2=CC=C(C=C2)Cl